Cl.O=C1NC2(C(N1CC(=O)NC1=CC=C(C=C1)C)=O)CCN(CC2)C2=NC=CC=N2 2-(2,4-Dioxo-8-(pyrimidin-2-yl)-1,3,8-triazaspiro[4.5]decan-3-yl)-N-(p-tolyl)acetamide hydrochloride